O=C1NC=CC=C1C1CCN(CC1)C1CC2COCC(C1)N2C(=O)[O-] 7-[4-(2-oxo-1,2-dihydropyridin-3-yl) piperidin-1-yl]-3-oxa-9-azabicyclo[3.3.1]nonane-9-carboxylate